2-(trifluoromethyl)-[1,2,4]triazolo[1,5-a]pyrimidine FC(C1=NN2C(N=CC=C2)=N1)(F)F